O=C1N(CC2=CC(=CC=C12)NCC1CCNCC1)C1C(NC(CC1)=O)=O 3-[1-oxo-5-(4-piperidylmethylamino)isoindolin-2-yl]piperidine-2,6-dione